FC(OC1=CC=C(C=C1)C(C)C1NC(CC2=NN3C(C(NC(C3)C(=O)O)=O)=C21)C)F 1-(4-(difluoromethoxy)phenyl)ethyl-3-methyl-10-oxo-1,2,3,4,7,8,9,10-octahydropyrido[4',3':3,4]pyrazolo[1,5-a]pyrazine-8-carboxylic acid